OCCN(S(=O)(=O)C1=CC(=CC=C1)OC)C N-(2-hydroxyethyl)-3-methoxy-N-methylbenzene-1-sulfonamide